2,4,6-trimethylbenzenehydroxamate CC1=C(C(=CC(=C1)C)C)C(=O)N[O-]